CN(C)C1=CC2=C(C=C1)N=C3C=CC(=[N+](C)C)C=C3S2 Methylthioninium